5-((6-(2-hydroxy-6-methyl-4-(trifluoromethyl)phenyl)-2H-pyrazolo[3,4-b]pyridin-2-yl)methyl)-3-methyl-3-azabicyclo[3.1.0]hexan-2-one OC1=C(C(=CC(=C1)C(F)(F)F)C)C=1C=CC=2C(N1)=NN(C2)CC21CN(C(C1C2)=O)C